ClC=1C=C(C=C(C1)OCC=1N=CSC1C(F)(F)F)N1C(N(C(C(=C1)C=1C(=NC=CC1)OC)=O)C=1C=NC=CC1)=O 1-[3-chloro-5-[[5-(trifluoromethyl)thiazol-4-yl]methoxy]phenyl]-5-(2-methoxy-3-pyridyl)-3-(3-pyridyl)pyrimidine-2,4-dione